tetraethylene glycol methyl-ethyl ether CC(C)OCCOCCOCCOCCO